COC=1C(=CC2=CN(N=C2C1)C1CCC(CC1)NC)C(=O)OC Methyl 6-methoxy-2-((1r,4r)-4-(methylamino)cyclohexyl)-2H-indazole-5-carboxylate